5-bromo-3-[(cyclohexylcarbonyl)amino]thiophene-2-carboxamide BrC1=CC(=C(S1)C(=O)N)NC(=O)C1CCCCC1